N1(N=CN=C1)CCNC=1C(=CC=C(C1F)NC1=CC=CC=C1)C1=CC=CC=C1 N2-(2-(1H-1,2,4-triazol-1-yl)ethyl)-3-fluoro-N4-phenylbiphenyl-2,4-diamine